FC=1C=CC(=C(C1)CC(=O)OC(C)(C)C)NC(C1=CC(=C(C=C1)N1CCCCC1)NC(=O)C1=NN(C2=CC=CC=C12)C[C@@H]1OCCC1)=O tert-butyl (R)-2-(5-fluoro-2-(4-(piperidin-1-yl)-3-(1-((tetrahydrofuran-2-yl)methyl)-1H-indazole-3-carboxamido) benzamido) phenyl)acetate